BrC=1C(=C(C=O)C=C(C1)O[Si](C)(C)C(C)(C)C)F 3-bromo-5-((tert-butyldimethylsilyl)oxy)-2-fluorobenzaldehyde